C(C)OC1=CC(N(C=C1)C1=CC=C(C=C1)F)=O 4-ethoxy-1-(4-fluorophenyl)-2-oxo-1,2-dihydropyridine